(4S,5R)-4-amino-5-[(4-[3-[(8-[3-[1-(2,6-dioxopiperidin-3-yl)-3-methyl-2-oxo-1,3-benzodiazol-5-yl]propoxy]octyl)oxy]propyl]phenyl)meth-oxy]hexanamide hydrochloride Cl.N[C@@H](CCC(=O)N)[C@@H](C)OCC1=CC=C(C=C1)CCCOCCCCCCCCOCCCC1=CC2=C(N(C(N2C)=O)C2C(NC(CC2)=O)=O)C=C1